O1OOC(C1)C(=O)N Trioxolaneamide